4-amino-48,49,50,51,52-pentahydroxy-5,8,11,14,17,45-hexaoxo-21,24,27,30,33,36,39,42-octaoxa-6,9,12,15,18,46-hexaazadopentacontanoic acid NC(CCC(=O)O)C(NCC(NCC(NCC(NCC(NCCOCCOCCOCCOCCOCCOCCOCCOCCC(NCC(C(C(C(CO)O)O)O)O)=O)=O)=O)=O)=O)=O